COC=1C=CC(=NC1)C 5-methoxy-2-methylpyridine